9,9-dimethyl-3-(4-nitrophenyl)-3,6-diazabicyclo[3.2.2]Nonane CC1(CC2CN(CC1NC2)C2=CC=C(C=C2)[N+](=O)[O-])C